tert-butyl (4R)-4-(benzyloxy)-2-((4-bromo-6-chloropyridazin-3-yl)carbamoyl)-2-(difluoromethyl)pyrrolidine-1-carboxylate C(C1=CC=CC=C1)O[C@@H]1CC(N(C1)C(=O)OC(C)(C)C)(C(F)F)C(NC=1N=NC(=CC1Br)Cl)=O